N-[rac-(1S)-2-[2-(3-amino-3-oxo-propyl)-2-(2-chloro-2-fluoro-acetyl)hydrazino]-1-(cyclobutylmethyl)-2-oxo-ethyl]-1H-benzimidazole-2-carboxamide NC(CCN(NC([C@H](CC1CCC1)NC(=O)C1=NC2=C(N1)C=CC=C2)=O)C(C(F)Cl)=O)=O |r|